C(CC)OC(CCCCCC)=O heptanoic acid propyl ester